benzyl N-[4-[6-[2-(4-fluoro-3-methoxy-phenyl)-1,2,4-triazol-3-yl]imidazo[1,2-a]pyridin-3-yl]phenyl]carbamate FC1=C(C=C(C=C1)N1N=CN=C1C=1C=CC=2N(C1)C(=CN2)C2=CC=C(C=C2)NC(OCC2=CC=CC=C2)=O)OC